1-(2-Hydroxy-4-prop-2-ynoxyphenyl)-3-phenylprop-2-en-1-one OC1=C(C=CC(=C1)OCC#C)C(C=CC1=CC=CC=C1)=O